aluminum-tantalum [Ta].[Al]